OC(CO)C1=CC=C(C(=O)NCCCCCCCC(=O)O)C=C1 8-(4-(1,2-dihydroxyethyl)benzoyl)aminocaprylic acid